FC1=CN=NN1CC1=CC=C(C=C1)OC 5-fluoro-1-(4-methoxybenzyl)-1H-1,2,3-triazole